t-butylperoxyisopropyl benzoate C(C1=CC=CC=C1)(=O)OC(C)(C)OOC(C)(C)C